3-(ethylthio)-5-fluorobenzoic acid C(C)SC=1C=C(C(=O)O)C=C(C1)F